(1R,3r,5S)-3-((8-isopropyl-2-((tetrahydro-2H-pyran-4-yl)amino)pyrazolo[1,5-a][1,3,5]triazin-4-yl)amino)-8-azabicyclo[3.2.1]octane-8-carboxylic acid tert-butyl ester C(C)(C)(C)OC(=O)N1[C@H]2CC(C[C@@H]1CC2)NC2=NC(=NC=1N2N=CC1C(C)C)NC1CCOCC1